ClC1=C(C=C(C=C1)NC(NC1=C(C=C(OC2=CC(=NC=C2)C(=O)NC)C=C1)F)=O)C(F)(F)F 4-(4-(3-(4-chloro-3-(trifluoromethyl)phenyl)ureido)-3-fluorophenoxy)-N-methylpyridineamide